NC1=NC=2C=C(C(=CC2C2=C1N(N=C2)C)C(=O)N(C)[C@@H]2COCC1=C2C=CC(=C1F)F)F 4-amino-N-((4S)-7,8-difluoro-3,4-dihydro-1H-2-benzopyran-4-yl)-7-fluoro-N,3-dimethyl-3H-pyrazolo[3,4-c]quinoline-8-carboxamide